FC(C=1C=CC(=NC1)CNN1CCOC2(CC2)C1=O)(F)F 7-(((5-(trifluoromethyl)pyridin-2-yl)methyl)amino)-4-oxa-7-azaspiro[2.5]octan-8-one